FC(C=1N=C(SC1)N[C@@H]1CN(CC1)C1=C(C=C(C=C1)C1=CC=CC=C1)CO)(F)F (S)-(4-(3-(4-(trifluoromethyl)thiazol-2-ylamino)pyrrolidin-1-yl)biphenyl-3-yl)methanol